3-(2-chloro-5-fluorophenyl)-3-hydroxy-2-[(4-methoxyphenyl)methyl]-4-nitro-2,3,6,7,8,9-hexahydro-1H-pyrrolo[4,3-f]isoquinoline-1,6-dione ClC1=C(C=C(C=C1)F)C1(N(C(C2=C3CCNC(C3=CC(=C21)[N+](=O)[O-])=O)=O)CC2=CC=C(C=C2)OC)O